ClC=1C=CC(=C(C1)C1=C(C=NC(=C1)C)C(=O)NC=1SC=2C(=NC=C(N2)N2CCN(CC2)C)N1)OC 4-(5-chloro-2-methoxyphenyl)-6-methyl-N-[6-(4-methylpiperazin-1-yl)-[1,3]thiazolo[4,5-b]pyrazin-2-yl]pyridine-3-carboxamide